CC1=CC=CC(=N1)C1=C(C=NN1)C=1C=C2C=C(C=NC2=CC1)C(=O)OCCC1CCNCC1 2-(4-piperidyl)ethyl 6-[5-(6-methyl-2-pyridyl)-1H-pyrazol-4-yl]quinoline-3-carboxylate